CC(CCO)(C=C)C 3,3-dimethylpent-4-en-1-ol